beta-D-glucopyranosyl-caffeic acid [C@@H]1([C@H](O)[C@@H](O)[C@H](O)[C@H](O1)CO)/C(/C(=O)O)=C\C1=CC(O)=C(O)C=C1